COC1=CC=C(C=C1)C(OC[C@@H]1[C@H](C[C@@H](O1)N1C(NC=C1)=O)O)(C1=CC=CC=C1)C1=CC=C(C=C1)OC 1-((2R,4S,5R)-5-((bis(4-methoxyphenyl)(phenyl)methoxy)methyl)-4-hydroxytetrahydrofuran-2-yl)-1,3-dihydro-2H-imidazol-2-one